N-((1r,2r)-2-methoxycyclobutyl)-7-(methylamino)pyrazolo[1,5-a]pyrimidine-3-carboxamide CO[C@H]1[C@@H](CC1)NC(=O)C=1C=NN2C1N=CC=C2NC